C(C1=CC=CC=C1)(C1=CC=CC=C1)N1CCC(CC1)NC(=O)C=1C=NC=C(C1)C N-(1-benzhydryl-4-piperidyl)-5-methyl-pyridine-3-carboxamide